NC1=NC(=NC(=N1)S)S 2-amino-4,6-dimercapto-s-triazine